BrC1=NC=C(N=C1C)Cl 2-bromo-5-chloro-3-methyl-pyrazine